CC=1C(N(C2=CC=CC=C2C1)C)(C)C tetramethyl-dihydroquinoline